CC(C(=O)OC=C)(C)C vinyl trimethylacetate